BrC=1C(=NC(=NC1)NC1=CC2=CN(N=C2C=C1)CC)NC1=C(C=CC=C1)S(=O)(=O)C 5-bromo-N2-(2-ethylindazol-5-yl)-N4-(2-methylsulfonylphenyl)pyrimidine-2,4-diamine